(R)-3-(azepan-1-yl)-5-methyl-N-(3-(S-methylsulfonimidoyl)phenyl)-6-(trifluoromethyl)pyridazine-4-carboxamide N1(CCCCCC1)C=1N=NC(=C(C1C(=O)NC1=CC(=CC=C1)[S@@](=O)(=N)C)C)C(F)(F)F